CNCOCNC methylaminomethyl ether